ClC=1C=C2C(=NC=NC2=C(C1C1=C(C=CC(=C1)O)Cl)F)N1CCN(CC1)C(C=C)=O 1-(4-(6-chloro-7-(2-chloro-5-hydroxy-phenyl)-8-fluoro-quinazolin-4-yl)piperazin-1-yl)prop-2-en-1-one